N=1C=NN2C1C=C(C=C2)OC2=C(C=C(C=C2)NC2=NC=NC1=CC=C3C(=C21)OC[C@@H]2N3CCNC2)C (R)-N-(4-([1,2,4]triazolo[1,5-a]pyridin-7-yloxy)-3-methylphenyl)-6,6a,7,8,9,10-hexahydropyrazino[1',2':4,5][1,4]oxazino[2,3-f]quinazolin-4-amine